NC([C@H](C[C@H]1C(NCC1)=O)NC([C@H](CC1CCCCC1)NC(OC(C)(C)C)=O)=O)=O tert-butyl ((S)-1-(((S)-1-amino-1-oxo-3-((S)-2-oxopyrrolidin-3-yl)propan-2-yl)amino)-3-cyclohexyl-1-oxopropan-2-yl)carbamate